C(\C=C\C(=O)O)(=O)O.N1=CN=C2NC=NC2=C1N[C@@H](CC)C=1OC2=CC=CC=C2C(C1C1=CC(=CC=C1)F)=O.N1=CN=C2NC=NC2=C1N[C@@H](CC)C=1OC2=CC=CC=C2C(C1C1=CC(=CC=C1)F)=O (S)-2-(1-(9H-purin-6-ylamino)propyl)-3-(3-fluorophenyl)-4H-chromen-4-one hemi-fumarate salt